O=C1NC(CCC1C=1C=CC(=NC1)N1C[C@@H](N(CC1)C(=O)OC(C)(C)C)C)=O tert-butyl (2S)-4-(5-(2,6-dioxopiperidin-3-yl)pyridin-2-yl)-2-methylpiperazine-1-carboxylate